N=1C=NC(C=2C1N=CC2)=O 4H-pyrrolo[2,3-d]pyrimidine-4-one